ClC=1C=C(C=NC1)C1=NC(=C2N=CN(C2=N1)[C@H]1[C@@H]([C@@H]([C@H](O1)C(=O)NC([2H])([2H])[2H])O)O)NCC=1N=CN(C1)C (2s,3s,4r,5r)-5-(2-(5-chloropyridin-3-yl)-6-(((1-methyl-1H-imidazol-4-yl)methyl)amino)-9H-purin-9-yl)-3,4-dihydroxy-N-(methyl-d3)-tetrahydrofuran-2-carboxamide